C1(CC1)N1C(=NC(=C1)C(F)(F)F)C1=CC=C(CC=2C=3N(C=NC2)N=C(N3)C=3C(=NC=NC3OC)C3CC3)C=C1 8-(4-(1-cyclopropyl-4-(trifluoromethyl)-1H-imidazol-2-yl)benzyl)-2-(4-cyclopropyl-6-methoxypyrimidin-5-yl)-[1,2,4]triazolo[1,5-c]pyrimidine